CN(C)C[C@@H](C)O |r| (+-)-1-(N,N-dimethylamino)-2-propanol